C(C1=CC=CC=C1)OC=1C=CC(=NC1)C(C(C)COC1=C(C=C(C(=O)[O-])C=C1)O)O 4-{[1-(5-benzyloxypyridin-2-yl)-1-hydroxypropan-2-yl]Methyl oxy}-3-hydroxybenzoate